(R)-N-((S)-1-(6-cyclopropylpyridin-3-yl)ethyl)-2-methylpropan-2-sulfinamide C1(CC1)C1=CC=C(C=N1)[C@H](C)N[S@](=O)C(C)(C)C